Cl.Cl.C(CCCN)N 1,4-Butanediamine dihydrochloride